N1=C(C=CC=C1)CNC(=O)C=1C=NC2=C(C=CC=C2C1)C1=CCC(CC1)C(F)(F)F N-(pyridin-2-ylmethyl)-8-(4-(trifluoromethyl)cyclohex-1-en-1-yl)quinoline-3-carboxamide